(2-(10-tert-butyl-9-anthryl)phenyl)-boronic acid pinacol ester C(C)(C)(C)C1=C2C=CC=CC2=C(C2=CC=CC=C12)C1=C(C=CC=C1)B1OC(C)(C)C(C)(C)O1